C(#N)C=1C=CC(=NC1OCCN(C)C)NC(=O)C1=CC=C(C=C1)C1=C(C=C(C=C1)C1=NOC(=N1)C)C1CC1 N-(5-Cyano-6-(2-(dimethylamino)ethoxy)pyridin-2-yl)-2'-cyclopropyl-4'-(5-methyl-1,2,4-oxadiazol-3-yl)-[1,1'-biphenyl]-4-carboxamid